7-Bromo-N-(2-((1S,3S,5S)-3-cyano-2-azabicyclo[3.1.0]hexan-2-yl)-2-oxoethyl)quinoline-4-carboxamide BrC1=CC=C2C(=CC=NC2=C1)C(=O)NCC(=O)N1[C@H]2C[C@H]2C[C@H]1C#N